ClC1=C(C=C(C=C1)C(CCCC(=O)N(C[C@@H]([C@H]([C@@H]([C@@H](CO)O)O)O)O)CCOCCO)C)CNC1(CC1)C=1C=NC=CC1C1=C(C=CC=C1)OC1CC1 5-{4-chloro-3-[({1-[4-(2-cyclopropoxyphenyl)pyridin-3-yl]cyclopropyl}amino)methyl]phenyl}-N-[2-(2-hydroxyethoxy)ethyl]-N-[(2S,3R,4R,5R)-2,3,4,5,6-pentahydroxyhexyl]hexanamide